ClC[Si](C)(C)CCl bis-chloromethyl-dimethylsilane